C1(=CCCCC1)C(=O)[O-] cyclohexenecarboxylate